N-[2-(2-oxoimidazolidin-3-yl)ethyl]methacrylamide O=C1NCCN1CCNC(C(=C)C)=O